ClC1=CC(=NC(=C1)Cl)N1[C@H](CNCC1)C (2S)-1-(4,6-dichloro-2-pyridyl)-2-methyl-piperazine